5-(piperazin-1-ylmethyl)pyrimidine 2,2,2-trifluoroacetate FC(C(=O)O)(F)F.N1(CCNCC1)CC=1C=NC=NC1